C(CC)(=O)NC1=CC(=C(C(=O)NCCN(CCCC)CCCC)C=C1)OCC 4-propionylamino-N-(2-dibutylamino-ethyl)-2-ethoxy-benzamide